O1CC(C1)NC(CN1N=CC2=NC=C(C=C21)C2=CC(=CC=C2)C(F)(F)F)=O N-(Oxetan-3-yl)-2-[6-[3-(trifluoromethyl)phenyl]pyrazolo[4,3-b]pyridin-1-yl]acetamide